FC(C1=CC(=NC=C1OC[C@](CC(C)C)(N)C)C1=CC(=NC=C1)CC)F (S)-1-((4-(difluoromethyl)-2'-ethyl-[2,4'-bipyridin]-5-yl)oxy)-2,4-dimethylpentan-2-amine